ethyl (R)-4-((1-(tert-butoxycarbonyl)piperidin-3-yl)amino)-1-((2-(trimethylsilyl) ethoxy)methyl)-1H-pyrrolo[2,3-b]pyridine-5-carboxylate C(C)(C)(C)OC(=O)N1C[C@@H](CCC1)NC1=C2C(=NC=C1C(=O)OCC)N(C=C2)COCC[Si](C)(C)C